4-[3-[2,6-dichloro-4-(2H-tetrazol-5-yl)benzoyl]-2,4-dihydro-1,3-benzoxazin-8-yl]-5-fluoro-2-(3-oxa-8-azabicyclo[3.2.1]oct-8-yl)benzoic acid methyl ester COC(C1=C(C=C(C(=C1)F)C1=CC=CC=2CN(COC21)C(C2=C(C=C(C=C2Cl)C=2N=NNN2)Cl)=O)N2C1COCC2CC1)=O